(R)-3-((1-(methyl-d3)pyrrolidin-2-yl)methyl)-1H-indol-4-yl dimethylcarbamate CN(C(OC1=C2C(=CNC2=CC=C1)C[C@@H]1N(CCC1)C([2H])([2H])[2H])=O)C